C1=CC=CC=C1C(=O)OOC(C)(C)CC tertiary amyl perbenzoate